CCCCC(C(=O)[O-])O The molecule is a hydroxy fatty acid anion which is obtained by deprotonation of the carboxy group of 2-hydroxyhexanoic acid. It has a role as an animal metabolite. It is a 2-hydroxy fatty acid anion and a medium-chain fatty acid anion. It is a conjugate base of a 2-hydroxyhexanoic acid.